(2R,4S)-1-[(2R)-2-(4-cyclopropyltriazol-1-yl)-3,3-dimethyl-butanoyl]-4-hydroxy-N-(1-oxazol-5-ylethyl)pyrrolidine-2-carboxamide C1(CC1)C=1N=NN(C1)[C@@H](C(=O)N1[C@H](C[C@@H](C1)O)C(=O)NC(C)C1=CN=CO1)C(C)(C)C